2-(2-(1-benzhydryl-azetidin-3-ylidene)-4-pentenyl)isoindoline-1,3-dione C(C1=CC=CC=C1)(C1=CC=CC=C1)N1CC(C1)=C(CN1C(C2=CC=CC=C2C1=O)=O)CC=C